ClC1=C(C=CC=C1Cl)C=1C(N(C(N(C1)CC(=O)N1CCC(CC1)N1C(NC2=C(CC1)C=C(C=C2)OC)=O)=O)[C@@H](COC)C)=O 5-(2,3-dichloro-phenyl)-3-((R)-2-methoxy-1-methyl-ethyl)-1-{2-[4-(7-methoxy-2-oxo-1,2,4,5-tetrahydro-benzo[d][1,3]diazepin-3-yl)-piperidin-1-yl]-2-oxo-ethyl}-1H-pyrimidine-2,4-dione